FC(OC1=CC=CC(=N1)\C=N\[S@](=O)C(C)(C)C)F (R,E)-N-((6-(difluoromethoxy)pyridin-2-yl)methylene)-2-methylpropane-2-sulfinamide